5-((4-methylpiperazin-1-yl)methyl)isoindolin CN1CCN(CC1)CC=1C=C2CNCC2=CC1